(5S)-5-(4-hydroxy-3-methoxyphenyl)-4-[hydroxy-(4-methoxyphenyl)methylidene]-1-[2-(1H-indol-3-yl)ethyl]pyrrolidine-2,3-dione OC1=C(C=C(C=C1)[C@H]1C(C(C(N1CCC1=CNC2=CC=CC=C12)=O)=O)=C(C1=CC=C(C=C1)OC)O)OC